CC(/C=C/C1=CC=C(C=C1)O)CCC=C(C)C (E)-4-(3,7-dimethyloct-1,6-dienyl)phenol